1-(trans-2-cyanocyclopentyl)-3-[(2-hydroxy-3-isopropyl-1,2-benzoxaborole-6-yl)amino]pyrazole-4-carboxamide C(#N)[C@H]1[C@@H](CCC1)N1N=C(C(=C1)C(=O)N)NC1=CC2=C(C(B(O2)O)C(C)C)C=C1